BrC=1C=C(C=C2CN(C(C12)=O)C1C(NC(CC1)=O)=O)CN(C)C1CCN(CC1)C1=CC=C(C=C1)[C@H]1[C@H](COC2=CC(=CC=C12)O)C1=CC=CC=C1 3-(7-bromo-5-(((1-(4-((3S,4R)-7-hydroxy-3-phenylchroman-4-yl)phenyl)piperidin-4-yl)(methyl)amino)methyl)-1-oxoisoindolin-2-yl)piperidine-2,6-dione